C(=O)(O)CCC(C(=O)O)=C β-carboxyethyl-acrylic acid